(1R)-6-chloro-N-[2,4-difluoro-3-(2-{[1-(2-hydroxyethyl)piperidin-4-yl]amino}quinazolin-6-yl)phenyl]-1-hydroxy-2,3-dihydro-1H-indene-4-sulfonamide ClC=1C=C(C=2CC[C@H](C2C1)O)S(=O)(=O)NC1=C(C(=C(C=C1)F)C=1C=C2C=NC(=NC2=CC1)NC1CCN(CC1)CCO)F